C(C)C=1C=C2C(C(N(C2=CC1)C1=C(C(=CC(=C1F)F)F)F)=O)=O 5-ethyl-1-(2,3,5,6-tetrafluorophenyl)indoline-2,3-dione